trimethylsiloxybis[tris(trimethylsiloxy)siloxy]silylstyrene C[Si](OC(=CC1=CC=CC=C1)[SiH](O[Si](O[Si](C)(C)C)(O[Si](C)(C)C)O[Si](C)(C)C)O[Si](O[Si](C)(C)C)(O[Si](C)(C)C)O[Si](C)(C)C)(C)C